N-(4-aminophenyl)-1-phenyl-methane-sulfonamide NC1=CC=C(C=C1)NS(=O)(=O)CC1=CC=CC=C1